(R)-2-(4-(4-methylpyrazolo[1,5-a]pyridin-2-yl)-1,4,6,7-tetrahydro-5H-imidazo[4,5-c]pyridin-5-yl)-5-(6-methylpyridin-2-yl)-1,3,4-oxadiazole CC=1C=2N(C=CC1)N=C(C2)[C@@H]2N(CCC1=C2N=CN1)C=1OC(=NN1)C1=NC(=CC=C1)C